benzotriazole-5-carbonitrile N1=NN=C2C1=CC=C(C2)C#N